CS(=O)(=O)N1CCN(CC1)CCCC (R)-4-(4-(methylsulfonyl)piperazine-1-yl)butane